C(C)(C)O[Si](CCCNCCNCCN)(OC(C)C)OC(C)C N-[2-[3-(Triisopropoxysilyl)propylamino]ethyl]ethylenediamine